C(=CCCCCCCC)[C@@](CO)(O)[C@@](O)([C@H](O)[C@](O)(COC=CCCCCCCC)C=CCCCCCCC)C=CCCCCCCC 2,3,5,6-O-tetranonenyl-sorbitol